(2S,4R)-4-fluoro-1-[2-(1H-imidazol-1-yl)propanoyl]-N-[(S)-phenyl[4-(propan-2-yl)phenyl]methyl]pyrrolidine-2-carboxamide F[C@@H]1C[C@H](N(C1)C(C(C)N1C=NC=C1)=O)C(=O)N[C@H](C1=CC=C(C=C1)C(C)C)C1=CC=CC=C1